BrC=1C=C(C=CC1)S(=O)(=O)CCC(=O)N1CC2CCC(C1)N2C2=CC=C(C=N2)C#N 6-{3-[3-(3-bromobenzenesulfonyl)propanoyl]-3,8-diazabicyclo[3.2.1]octan-8-yl}pyridine-3-carbonitrile